N1(CCC1)C(CN1C2=NC(=NC(=C2N=C1)NN=CC1=CC(=CC=C1)C)N1CCOCC1)=O 1-(azetidin-1-yl)-2-(6-(2-(3-methylbenzylidene)hydrazinyl)-2-morpholino-9H-purin-9-yl)ethane-1-on